6-(5-chloropyridin-3-yl)-2-phenylpyrimidin-4(1H)-one ClC=1C=C(C=NC1)C1=CC(N=C(N1)C1=CC=CC=C1)=O